OC(CC(C(=O)[O-])CC1CCCCC1)CC(C(=O)[O-])CC1CCCCC1 2-hydroxypropane-1,3-diylbis(3-cyclohexylpropionate)